C(C)(C)(C)OC(=O)N1C[C@H](CC1)C(=O)N1C2CN(CC1CC2)C2=NC=C(C=N2)C(F)(F)F (3S)-3-(3-(5-(trifluoromethyl)pyrimidin-2-yl)-3,8-diazabicyclo[3.2.1]octane-8-carbonyl)pyrrolidine-1-carboxylic acid tert-butyl ester